CC=1C=C2C=NNC2=CC1B(O)O 5-METHYL-1H-INDAZOLE-6-BORONIC ACID